FC(OC[C@@H](C1=CC(=CC=C1)OC(F)F)NC(C[C@@](CC(F)(F)F)(C)O)=O)F (R)-N-((R)-2-(Difluoromethoxy)-1-(3-(difluoromethoxy)phenyl)ethyl)-5,5,5-trifluoro-3-hydroxy-3-methylpentanamid